FC(C(=O)O)(F)F.N=1N=CN2C1C=CC(=C2)NC(C2=NC=C(C=C2)CC2=CC(=CC=C2)Cl)=O N-([1,2,4]triazolo[4,3-a]pyridin-6-yl)-5-(3-chlorobenzyl)picolinamide trifluoroacetate